OC(CSCC(=O)O)C 2-((2-hydroxypropyl)thio)acetic acid